3-(benzylsulfanyl)-5-chloro-2-(2,2,2-trifluoroethoxy)pyridine C(C1=CC=CC=C1)SC=1C(=NC=C(C1)Cl)OCC(F)(F)F